6-[2-[(1r,5s)-3-(cyclopropylmethyl)-3-azabicyclo[3.1.0]hex-6-yl]-7-fluoro-indazol-5-yl]-2,8-dimethyl-imidazo[1,2-b]pyridazine C1(CC1)CN1C[C@@H]2C([C@@H]2C1)N1N=C2C(=CC(=CC2=C1)C=1C=C(C=2N(N1)C=C(N2)C)C)F